2-ethoxy-5-nitro-N-(3-(thiazol-2-yl)benzyl)benzamide C(C)OC1=C(C(=O)NCC2=CC(=CC=C2)C=2SC=CN2)C=C(C=C1)[N+](=O)[O-]